ClC1=CC(=C(N=N1)OCCN1CCN(CC1)C)NCC1=C(C=C(C=C1)OC)OC 6-chloro-N-[(2,4-dimethoxyphenyl)methyl]-3-[2-(4-methylpiperazin-1-yl)ethoxy]pyridazin-4-amine